(3R)-3-{[2-(3-fluorophenyl)[1,2,4]triazolo[1,5-c]quinazolin-5-yl]amino}azepan-2-one FC=1C=C(C=CC1)C1=NN2C(=NC=3C=CC=CC3C2=N1)N[C@H]1C(NCCCC1)=O